ClC1=C(C=CC2=C1C(=N[C@H](C=1N2C=CC(N1)=O)C)C1=C(C=CC=C1F)F)Cl (5S)-8,9-dichloro-7-(2,6-difluorophenyl)-5-methyl-5H-pyrimido[1,2-a][1,4]benzodiazepine-3-One